(S)-N-(3-(1-((2-ethyl-2H-pyrazolo[3,4-b]pyrazin-6-yl)amino)ethyl)phenyl)-2-(3-fluorophenyl)acetamide C(C)N1N=C2N=C(C=NC2=C1)N[C@@H](C)C=1C=C(C=CC1)NC(CC1=CC(=CC=C1)F)=O